FC=1C(=C(C=CC1)S(=O)(=O)Cl)OC 3-fluoro-2-methoxy-benzenesulfonyl chloride